(1,4-diazacycloheptan-1-yl)propionic acid methyl ester hydrochloride Cl.COC(C(C)N1CCNCCC1)=O